NC(CC(=O)O)C(NC(C(=O)OC)C(C)C1=CC=CC=C1)=O 3-amino-3-[(1-methoxy-1-oxo-3-phenylbutan-2-yl)carbamoyl]propionic acid